[Sn].C1(=CC=CC2=CC3=CC=CC=C3C=C12)OC1CCC(CC1)=O 4-(anthracenyloxy)cyclohexanone TIN